2-Amino-2-[2-(6-methylbenzo[d]isoxazol-3-yl)phenyl]ethyl-2-cyano-5-methylpyridine hydrochloride Cl.NC(CC=1C(=NC=C(C1)C)C#N)C1=C(C=CC=C1)C1=NOC2=C1C=CC(=C2)C